OC1=C(C=CC(=C1)C=1C=NNC1)C1=CC=C(N=N1)C(=O)N1CC(NC(C1)(C)C)(C)C (6-(2-hydroxy-4-(1H-pyrazol-4-yl)phenyl)-pyridazin-3-yl)(3,3,5,5-tetramethylpiperazin-1-yl)methanone